8-hydroxy-10-methyl-11-oxo-1,3,4,7,8,9,10,11-octahydro-2H-pyrido[4',3':3,4]Pyrazolo[1,5-a][1,4]Diazepine-2-carboxylic acid tert-butyl ester C(C)(C)(C)OC(=O)N1CC=2C(=NN3C2C(N(CC(C3)O)C)=O)CC1